FC1(CN(CC12CCC2)C=2C=1N(C=CN2)N=C(C1)C=1C(NC(NC1)=O)=O)F 5-[4-(8,8-difluoro-6-azaspiro[3.4]oct-6-yl)pyrazolo[1,5-a]pyrazin-2-yl]-1H-pyrimidine-2,4-dione